C1(=CC=CC=C1)[S+](C1=C(C=C(C=C1C)C)C)C1=CC=CC=C1 diphenyl-2,4,6-Trimethylphenylsulfonium